(2S,3S)-2-((tert-butoxycarbonyl)amino)-3-(2-chlorophenyl)-4-methylpentanoic acid C(C)(C)(C)OC(=O)N[C@H](C(=O)O)[C@@H](C(C)C)C1=C(C=CC=C1)Cl